bis(4-hydroxyphenyl)diphenylgermane OC1=CC=C(C=C1)[Ge](C1=CC=CC=C1)(C1=CC=CC=C1)C1=CC=C(C=C1)O